Cl.C(C)(C)(C)OC(NC1(CNC1)C)=O N-(3-methylazetidin-3-yl)carbamic acid tert-butyl ester hydrochloride